C(C)OC(C(=C)C#N)=O ethyl-2-cyanoacrylate